ClC1=C(C=C(OCC(=O)NC23CC(C2)(C3)C=3OC(=NN3)C3CC(C3)C(F)(F)F)C=C1)F 2-(4-chloro-3-fluoro-phenoxy)-N-[1-[5-trans-[3-(trifluoromethyl)cyclobutyl]-1,3,4-oxadiazol-2-yl]-3-bicyclo[1.1.1]pentanyl]acetamide